FC=1C(=C(C=CC1)C1=CC2=C(NC=3CCN(CCC32)C(=O)OC(C)(C)C)N=N1)O tert-butyl 3-(3-fluoro-2-hydroxyphenyl)-5,8,9,10-tetrahydropyridazino[4',3':4,5]pyrrolo[2,3-d]azepine-7(6H)-carboxylate